N'-hydroxy-5-((3-(4-(trifluoromethyl)phenyl)-1,2,4-oxadiazol-5-yl)amino)picolinimidamide ON=C(C1=NC=C(C=C1)NC1=NC(=NO1)C1=CC=C(C=C1)C(F)(F)F)N